C1(=CCCC1)COC[C@@H]1CCC2=CCCN12 (3s,7as)-3-((cyclopent-1-en-1-ylmethoxy)methyl)tetrahydro-1H-pyrrolizin